3-(1-(benzyl-1H-pyrazol-3-yl)phenyl)nicotinamide C(C1=CC=CC=C1)N1N=C(C=C1)C1(CC=CC=C1)C1(C(=O)N)CN=CC=C1